CC1=CC=CC(=N1)C1=NC=CC(=N1)NC1=NC(=NC=C1)NC=1C=CC(=NC1)CN1CC(C1)C(=O)O 1-[[5-[[4-[[2-(6-methyl-2-pyridyl)pyrimidin-4-yl]amino]pyrimidin-2-yl]amino]-2-pyridyl]methyl]azetidine-3-carboxylic acid